METHYL (1S,4R)-4-[[(5S)-3-(3,5-DIFLUORoPHENYL)-5-VINYL-4H-ISOXAZOL-5-CARBONYL] AMINO]CYCLOPENT-2-EN-1-CARBOXYLAT FC=1C=C(C=C(C1)F)C1=NO[C@](C1)(C(=O)N[C@H]1C=C[C@H](C1)C(=O)OC)C=C